FC(C(=O)O)(F)F.O=C\1NCC(/C1=C\C1=CC=C2C(=NNC2=C1)/C=C/C1=CC=C(CN2CC(NCC2)=O)C=C1)C1=CC=CC=C1 4-(4-((E)-2-(6-((E)-(2-oxo-4-phenylpyrrolidin-3-ylidene)methyl)-1H-indazol-3-yl)vinyl)benzyl)piperazin-2-one trifluoroacetate